4-(2-bromoethyl)morpholine hydrobromide Br.BrCCN1CCOCC1